C(C)S(=O)(=O)C1=CC=C(C=C1)CC(=O)NC1=CC=C(C=C1)C1CN(C=C1C)C(=O)OC(C)(C)C tert-Butyl 3-(4-(2-(4-(ethylsulfonyl)phenyl)acetamido)phenyl)-4-methyl-2,3-dihydro-1H-pyrrole-1-carboxylate